ClC=1C=C(C=CC1F)NC(N(C)C1COCC=2NC(C=3C=C(C=CC3C21)Cl)=O)=O 3-(3-Chloro-4-fluorophenyl)-1-(8-chloro-6-oxo-1,4,5,6-tetrahydro-2H-pyrano[3,4-c]isoquinolin-1-yl)-1-methylurea